C[Si]1(CCCC1)C 2,2-dimethyl-2-sila-cyclopentane